(t-butoxycarbonyl)-L-alanyl-L-tyrosine methyl ester COC([C@@H](NC([C@@H](NC(=O)OC(C)(C)C)C)=O)CC1=CC=C(C=C1)O)=O